CC1=CC=C(C=C1)S(=O)(=O)O.C(C)(C)(C)C1=C(N=CN1)C=C1C(NC(C(N1)=O)=CC1=CC=CC=C1)=O 3-[(5-tert-butyl-1H-imidazol-4-yl)methylene]-6-(benzylidene)-2,5-piperazinedione para-toluenesulfonate